ClCCNC(CCCCC)=O N-(2-chloroethyl)hexanamide